OC[C@@H]1CN(C[C@H]1NC1=C2C=CC=NC2=C(C=N1)C1=NC=C(C=C1)C(F)(F)F)C(=O)OC(C)(C)C tert-butyl (3R,4S)-3-(hydroxymethyl)-4-((8-(5-(trifluoromethyl)pyridin-2-yl)-1,6-naphthyridin-5-yl)amino)pyrrolidine-1-carboxylate